2-(5-methoxy-1H-indol-3-yl)-N-methylethanamine COC=1C=C2C(=CNC2=CC1)CCNC